4-(4-(azidomethyl)phenyl)morpholine N(=[N+]=[N-])CC1=CC=C(C=C1)N1CCOCC1